C1(CC1)C1=CN(C=2N=CN=C(C21)N2[C@H](CN(CC2)C(CC(C(F)(F)F)(C)C)=O)C)C=2C=C(C#N)C=CN2 (S)-2-(5-cyclopropyl-4-(2-methyl-4-(4,4,4-trifluoro-3,3-dimethylbutanoyl)piperazin-1-yl)-7H-pyrrolo[2,3-d]pyrimidin-7-yl)isonicotinonitrile